FC1(CC(C1)CN1N=C2C=C(C=C(C2=C1)C=1SC(=CN1)C)C(=O)N[C@H](C)C=1C=NC(=NC1)C(F)(F)F)F (R)-2-((3,3-difluorocyclobutyl)methyl)-4-(5-methylthiazol-2-yl)-N-(1-(2-(trifluoromethyl)pyrimidin-5-yl)ethyl)-2H-indazole-6-carboxamide